tert-butyl-7-(3-(5-chloropyridin-2-yl)-3-hydroxybutyryl)-8-hydroxy-1-methyl-3,4-dihydroisoquinoline-2(1H)-carboxylic acid C(C)(C)(C)C1(N(CCC2=CC=C(C(=C12)O)C(CC(C)(O)C1=NC=C(C=C1)Cl)=O)C(=O)O)C